C(#N)C1=C(C=C(C=C1)F)[C@H]([C@@H](C)C=1N(C(C(=C(N1)C(=O)NC=1C=NOC1)O)=O)C)C1=NC(=C(N=C1)C)C 2-((1s,2r)-1-(2-cyano-5-fluorophenyl)-1-(5,6-dimethylpyrazin-2-yl)propan-2-yl)-5-hydroxy-N-(isoxazol-4-yl)-1-methyl-6-oxo-1,6-dihydropyrimidine-4-carboxamide